C(=O)(OCC1C2=CC=CC=C2C2=CC=CC=C12)N[C@@H](CC(C)C)C(=O)O Fmoc-leucine